[Zn].[Cu].ON(CCN(O)O)O tetrahydroxyethylenediamine copper zinc